(S)-N-(1-(4-bromophenyl)ethyl)-5-(2-chloro-5-(isobutyrylaminomethyl)benzoylamino)-1-(2,2,2-trifluoroethyl)-1H-indole-2-carboxamide BrC1=CC=C(C=C1)[C@H](C)NC(=O)C=1N(C2=CC=C(C=C2C1)NC(C1=C(C=CC(=C1)CNC(C(C)C)=O)Cl)=O)CC(F)(F)F